2-aminomethyl-5-bromothiophene hydrochloride Cl.NCC=1SC(=CC1)Br